4-(2-Ethyl-3-fluorophenoxy)-5H,6H,7H,8H-pyrido[3,4-d]pyrimidine C(C)C1=C(OC=2C3=C(N=CN2)CNCC3)C=CC=C1F